N1=NN=C2N1C1=C(OC2)C(=CC=C1)NC1=C(N=NC(=C1)NC1=NC=C(C=C1)F)C(=O)NC 4-((4H-benzo[b]tetrazolo[1,5-d][1,4]oxazin-6-yl)amino)-6-((5-fluoropyridin-2-yl)amino)-N-methylpyridazine-3-carboxamide